C(C)(C)(C)OC(N[C@H](C(=O)N)C1CCCCCC1)=O (S)-(2-amino-1-cycloheptyl-2-oxoethyl)carbamic acid tert-butyl ester